C1C=CC=C1.[CH-]1C=CC=C1.[Fe+2].[CH-]1C=CC=C1.[CH-]1C=CC=C1.[Fe+2] ferrocene-ferrocenium salt